ClC=1C=NC2=CC=C(C=C2N1)C(C)N1C[C@@H](N(C[C@H]1C)C1=CC(N(C=2N1N=C(C2)CC#N)C)=O)C 2-(7-((2S,5R)-4-(1-(3-chloroquinoxalin-6-yl)ethyl)-2,5-dimethylpiperazin-1-yl)-4-methyl-5-oxo-4,5-dihydropyrazolo[1,5-a]pyrimidin-2-yl)acetonitrile